[Si]=O.[Mg].[Fe] iron-magnesium-silicon oxide